C1(=CC=CC=C1)C1=CC=CC=2N=C(SC21)C(=O)O 7-phenylbenzo[d]thiazole-2-carboxylic acid